4-(2-bromo-4-chloro-5-methoxyphenyl)-1H-imidazole BrC1=C(C=C(C(=C1)Cl)OC)C=1N=CNC1